C(C)(C)(C)OC(=O)C=1C=C(C=CC1)N1N=C(C(=C1)C(=O)OCC)OC ethyl 1-(3-(tert-butoxycarbonyl)phenyl)-3-methoxy-1H-pyrazole-4-carboxylate